1-methyl-4-(pyrazolo[1,5-a]pyridin-2-ylethynyl)-2,7-naphthyridine-1,6-diamine CC1(NC=C(C2=CC(=NC=C12)N)C#CC1=NN2C(C=CC=C2)=C1)N